hydroxy-3-methylglutaryl-coenzyme a OC(C(=O)SCCNC(CCNC([C@@H](C(COP(OP(OC[C@@H]1[C@H]([C@H]([C@@H](O1)N1C=NC=2C(N)=NC=NC12)O)OP(=O)(O)O)(=O)O)(=O)O)(C)C)O)=O)=O)C(CC(=O)O)C